N-methyl-biphenyl-2-amine CNC=1C(=CC=CC1)C1=CC=CC=C1